2-(2-imidazolyl)ethanol N1C(=NC=C1)CCO